2-[6-[2-(fluoromethyl)morpholin-4-yl]pyridazin-3-yl]-3-methyl-5-(trifluoromethyl)phenol FCC1CN(CCO1)C1=CC=C(N=N1)C1=C(C=C(C=C1C)C(F)(F)F)O